[C@@H]1(C[C@H](O)[C@@H](CO)O1)N1C=NC=2C(N)=NC=NC12 Deoxy-Adenosine